N-(2-((2S,6R)-2,6-dimethylmorpholino)-5-(piperidin-1-yl)thiazolo[4,5-b]pyridin-6-yl)-2-(2-methylpyridin-4-yl)oxazole-4-carboxamide hydrochloride Cl.C[C@@H]1O[C@@H](CN(C1)C=1SC=2C(=NC(=C(C2)NC(=O)C=2N=C(OC2)C2=CC(=NC=C2)C)N2CCCCC2)N1)C